O1C2=C(CC=C1)C=CC=C2 4H-benzo[B]pyrane